N(=[N+]=[N-])C1=C(C=C(CO)C=C1)[N+](=O)[O-] 4-azido-3-nitrobenzyl alcohol